FC(N1C=C(C2=CC=C(C=C12)Cl)S(=O)(=O)C1=CC(=C(C=C1)OC)N1CCNCC1)F 1-(difluoromethyl)-6-chloro-3-((4-methoxy-3-(piperazin-1-yl)phenyl)sulfonyl)-1H-indole